2-[3-(difluoromethoxy)-4-methoxyphenyl]-7-(piperazin-1-yl)-4H-pyrido[1,2-a]pyrimidin-4-one FC(OC=1C=C(C=CC1OC)C=1N=C2N(C(C1)=O)C=C(C=C2)N2CCNCC2)F